BrC1=CC(=CC=2C(=C(OC21)C)COC2=C(C=CC(=C2)OC)CC(=O)OCC)Cl ethyl 2-(2-((7-bromo-5-chloro-2-methylbenzofuran-3-yl)methoxy)-4-methoxyphenyl)acetate